C(C)(C)(C)[S@@](=O)\N=C\C1CCN(CC1)C(=O)OC(C)(C)C tert-butyl 4-[(E)-[(R)-tert-butylsulfinyl]iminomethyl]piperidine-1-carboxylate